CCCCCCCC/C=C\CCCCCCCC(=O)OC[C@H](COP(=O)(O)OC[C@@H](C(=O)O)N)OC(=O)CCCCCCC/C=C\CCCC 1-(9Z-octadecenoyl)-2-(9Z-tetradecenoyl)-glycero-3-phosphoserine